racemic-(1R,2R,4S)-7-azabicyclo[2.2.1]heptan-2-ol hydrochloride Cl.[C@H]12[C@@H](C[C@H](CC1)N2)O |r|